3-((4-(5-chloro-3-methyl-2-(((5S)-5-methylmorpholin-2-yl)methyl)phenyl)pyrrolo[2,1-f][1,2,4]triazin-6-yl)methyl)pyrimidine-2,4(1H,3H)-dione ClC=1C=C(C(=C(C1)C1=NC=NN2C1=CC(=C2)CN2C(NC=CC2=O)=O)CC2CN[C@H](CO2)C)C